1-(5-iodopyridin-2-yl)pyrrolidine-3-carbaldehyde IC=1C=CC(=NC1)N1CC(CC1)C=O